(S,6S)-N-cyano-N'-((1,2,3,5,6,7-hexahydro-s-indacen-4-yl)carbamoyl)-6-methoxy-6,7-dihydro-5H-pyrazolo[5,1-b][1,3]oxazine-3-sulfonimidamide C(#N)N[S@@](=O)(=NC(NC1=C2CCCC2=CC=2CCCC12)=O)C=1C=NN2C1OC[C@H](C2)OC